(R)-5-((((3'-chloro-2'-(2-chloro-3-((2-fluoro-3-(((S)-3-hydroxypyrrolidin-1-yl)methyl)phenyl)amino)phenyl)-6-methoxy-[2,4'-bipyridin]-5-yl)methyl)amino)methyl)pyrrolidin-2-one ClC=1C(=NC=CC1C1=NC(=C(C=C1)CNC[C@H]1CCC(N1)=O)OC)C1=C(C(=CC=C1)NC1=C(C(=CC=C1)CN1C[C@H](CC1)O)F)Cl